(R)-1-(2-chloro-1H-indol-3-yl)-N-methylpropan-2-amine ClC=1NC2=CC=CC=C2C1C[C@@H](C)NC